oxo-3,6,9,17-tetraoxa-13-azaicosan-20-aminium trifluoroacetate FC(C(=O)[O-])(F)F.O=CCOCCOCCOCCCNCCCOCCC[NH3+]